deoxyuridine 3'-pyrophosphate P(O)(=O)(OP(=O)(O)O)O[C@H]1C[C@@H](O[C@@H]1CO)N1C(=O)NC(=O)C=C1